thiophene-2,5-diylbis(1,3,2-dioxaborolane-2,4-diyl)dimethanethiol S1C(=CC=C1B1OCC(O1)CS)B1OCC(O1)CS